C(C)(C)C1=NC=NC2=CC=C(C=C12)B1OC(C(O1)(C)C)(C)C 4-isopropyl-6-(4,4,5,5-tetramethyl-1,3,2-dioxaborolan-2-yl)quinazoline